2-(2-(3-chlorophenoxy)-5-hydroxy-8-chloro-1,7-naphthyridine-6-carboxamido)acetic acid ClC=1C=C(OC2=NC3=C(N=C(C(=C3C=C2)O)C(=O)NCC(=O)O)Cl)C=CC1